N-(3-(2-aminopyridin-3-yl)-4-methylphenyl)-4-ethoxy-1-(4-fluorophenyl)-2-oxo-1,2-dihydropyridine-3-carboxamide NC1=NC=CC=C1C=1C=C(C=CC1C)NC(=O)C=1C(N(C=CC1OCC)C1=CC=C(C=C1)F)=O